benzyl 3-(3,4-difluorophenyl)-3-((4-(trifluoromethoxy)phenyl)sulfonamido)pyrrolidine-1-carboxylate FC=1C=C(C=CC1F)C1(CN(CC1)C(=O)OCC1=CC=CC=C1)NS(=O)(=O)C1=CC=C(C=C1)OC(F)(F)F